CC1=C(C=C2C=C(N=CC2=C1)NC(=O)[C@@H]1[C@H](C1)C1=NC=CC=C1)N1CC[NH+](CC1)[C@@]1(COCC1)C (1S,2S)-N-[7-methyl-6-[4-((3S)-3-methyltetrahydrofuran-3-yl)piperazin-4-ium-1-yl]-3-isoquinolyl]-2-(2-pyridyl)cyclopropanecarboxamide